tert-butyl 3-(5-bromo-2-fluoro-4-methylbenzamido)-1H-pyrazole-1-carboxylate BrC=1C(=CC(=C(C(=O)NC2=NN(C=C2)C(=O)OC(C)(C)C)C1)F)C